FC(C1=NN=C(O1)C1=CC(N(C=C1)CC(=O)N1CCOCC1)=O)F 4-(5-(difluoromethyl)-1,3,4-oxadiazol-2-yl)-1-(2-morpholino-2-oxoethyl)pyridin-2(1H)-one